3,4,5-tris(methyl-d3)-1H-pyrazole C(C1=NNC(=C1C([2H])([2H])[2H])C([2H])([2H])[2H])([2H])([2H])[2H]